tert-butyl (4Z)-2-chloro-4-{[(R)-2-methylpropane-2-sulfinyl]imino}-4,6-dihydrospiro[cyclopenta[d][1,3]thiazole-5,4'-piperidine]-1'-carboxylate ClC=1SC2=C(N1)\C(\C1(CCN(CC1)C(=O)OC(C)(C)C)C2)=N/[S@](=O)C(C)(C)C